(S)-(4-(benzyloxy)-5-methoxy-2-nitrophenyl)(2-(((tert-butyldimethylsilyl)oxy)methyl)-4-methylenepyrrolidin-1-yl)methanone C(C1=CC=CC=C1)OC1=CC(=C(C=C1OC)C(=O)N1[C@@H](CC(C1)=C)CO[Si](C)(C)C(C)(C)C)[N+](=O)[O-]